2-(3-fluoro-1,1-diphenylpropan-2-yl)-5-hydroxy-N-(isoxazol-4-yl)-1-methyl-6-oxo-1,6-dihydropyrimidine-4-carboxamide FCC(C(C1=CC=CC=C1)C1=CC=CC=C1)C=1N(C(C(=C(N1)C(=O)NC=1C=NOC1)O)=O)C